N-((1-phenylpyrrolidin-3-yl)methyl)-1H-imidazole-1-carboxamide C1(=CC=CC=C1)N1CC(CC1)CNC(=O)N1C=NC=C1